C(C)(C)(C)N1CCN(CC1)C=1C=C(C=C(C1)Cl)C1=NC(=CC(=C1O)C1=CC(=C(C=C1)N1C(N(C=C1)C)=O)F)C 1-(4-(2-(3-(4-(tert-Butyl)piperazin-1-yl)-5-chlorophenyl)-3-hydroxy-6-methylpyridin-4-yl)-2-fluorophenyl)-3-methyl-1,3-dihydro-2H-imidazol-2-one